S1C(=NC2=C1C=CC=C2)C2=CC=C(C=C2)N2C=1C=CC=CC1N(C1=CC=CC=C21)C2=CC=C(C=C2)C=2SC1=C(N2)C=CC=C1 5,10-bis(4-(benzo[d]thiazol-2-yl)phenyl)-5,10-dihydrophenazine